(13S,17S)-2-methoxy-13-methyl-3-((phenylsulfonyl) oxy)-7,8,9,11,12,13,14,15,16,17-decahydro-6H-cyclopenta[a]phenanthren-17-yl acetate C(C)(=O)O[C@H]1CCC2C3CCC=4C=C(C(=CC4C3CC[C@]12C)OC)OS(=O)(=O)C1=CC=CC=C1